dec-2-yl 8-bromooctanoate BrCCCCCCCC(=O)OC(C)CCCCCCCC